C(C)N1C(=NN(C1=O)C=1C(=CC2=C(C(=NN(C2=O)C2=C(C=CC=C2)C)C(C)C)N1)F)CO (4-ethyl-3-(hydroxymethyl)-5-oxo-4,5-dihydro-1H-1,2,4-triazol-1-yl)-3-fluoro-8-isopropyl-6-(o-tolyl)pyrido[2,3-d]pyridazin-5(6H)-one